7-Fluoro-8-(5-fluoro-1H-indol-7-yl)-1,4,4-trimethyl-9-(trifluoro-methyl)-5H-[1,2,4]triazolo[4,3-a]quinoxaline FC=1C=C2NC(C=3N(C2=C(C1C=1C=C(C=C2C=CNC12)F)C(F)(F)F)C(=NN3)C)(C)C